FC(C=1C(=C(C=CC1)[C@@H](CF)NC1=C(C(=NC(=N1)C)CC(=O)O)C1OCCO1)F)F (S)-2-(6-((1-(3-(difluoromethyl)-2-fluorophenyl)-2-fluoroethyl)amino)-5-(1,3-dioxolan-2-yl)-2-methylpyrimidin-4-yl)acetic acid